4-((1-((2,4-dimethyl-6-oxo-1,6-dihydropyrimidin-5-yl)methyl)-6-oxo-4-(perfluoroethyl)-1,6-dihydropyrimidin-5-yl)oxy)-3-methoxy-5-methylbenzonitrile CC=1NC(C(=C(N1)C)CN1C=NC(=C(C1=O)OC1=C(C=C(C#N)C=C1C)OC)C(C(F)(F)F)(F)F)=O